5-chloro-2-(2-fluoro-4-pyridinyl)-4-(morpholin-3-ylmethylamino)-1H-pyrimidin-6-one ClC1=C(N=C(NC1=O)C1=CC(=NC=C1)F)NCC1NCCOC1